N,N-dimethyl-methylsulfonamide CN(S(=O)(=O)C)C